(S)-2-fluoro-1-(2-fluorophenyl)ethyl (1-methyl-4-(6-methyl-5-(methylsulfonamido) pyridin-2-yl)-1H-1,2,3-triazol-5-yl)carbamate CN1N=NC(=C1NC(O[C@H](CF)C1=C(C=CC=C1)F)=O)C1=NC(=C(C=C1)NS(=O)(=O)C)C